(1S,2S)-N-(6-(((8-acetyl-6-cyclopropylimidazo[1,2-a]pyridin-2-yl)methyl)amino)pyrimidin-4-yl)-2-(3-chlorophenyl)cyclopropane-1-carboxamide C(C)(=O)C=1C=2N(C=C(C1)C1CC1)C=C(N2)CNC2=CC(=NC=N2)NC(=O)[C@@H]2[C@H](C2)C2=CC(=CC=C2)Cl